CC=1NC=2N(C(C1C=1C=C3C=CC=NC3=CC1)=O)N=C(C2N2CCCCC2)C2=CC=CC=C2 5-methyl-2-phenyl-3-(piperidin-1-yl)-6-(quinolin-6-yl)pyrazolo[1,5-a]pyrimidin-7(4H)-one